COC=1C=C(C=C2C(=NC=NC12)NCC=1N=NC(=CC1)C)C=1OC(=NN1)C 8-Methoxy-6-(5-methyl-1,3,4-oxadiazol-2-yl)-N-((6-methylpyridazin-3-yl)methyl)quinazolin-4-amine